N-(6-(cyclopropylmethoxy)-2-((1r,4r)-4-((1-(4-(2,6-dioxopiperidin-3-yl)-3-fluorophenyl)piperidin-4-yl)(methyl)amino)cyclohexyl)-2H-indazol-5-yl)pyrazolo[1,5-a]pyrimidine-3-carboxamide C1(CC1)COC=1C(=CC2=CN(N=C2C1)C1CCC(CC1)N(C)C1CCN(CC1)C1=CC(=C(C=C1)C1C(NC(CC1)=O)=O)F)NC(=O)C=1C=NN2C1N=CC=C2